N1(CCNCC1)C=1C=CC(=NC1)NC(=N)N 1-(5-(piperazin-1-yl)pyridin-2-yl)guanidine